CN(CCNC1=CC(=C2CN(C(C2=C1)=O)C1CCC(CC1)C(=O)O)C)C (1s,4s)-4-(6-(2-(Dimethylamino)ethylamino)-4-methyl-1-oxoisoindolin-2-yl)cyclohexanecarboxylic acid